S1C=2N(C=NC1)N=CC(N2)=O 2H,8H-[1,2,4]triazino[3,2-b][1,3,5]thiadiazin-8-one